1-iodo-4-(3-methoxypropoxy)benzene IC1=CC=C(C=C1)OCCCOC